ClC=1C(=NC=CN1)CNC(=O)C1CN2C(C(CC2CC1)(C)C)=O N-((3-chloropyrazin-2-yl)methyl)-2,2-dimethyl-3-oxooctahydroindolizine-6-carboxamide